P(C=1C=C(C=CC1)S(=O)(=O)[O-])(C=1C=C(C=CC1)S(=O)(=O)[O-])C=1C=C(C=CC1)S(=O)(=O)[O-].[Na+].[Na+].[Na+] trisodium 3,3',3''-phosphinetriyltribenzenesulfonate